O=C1NC([C@](N1)(C=1N=CSC1C(F)(F)F)CNC(=O)C=1C(=CC=CC1)C1=CC=C(C=C1)C(F)(F)F)=O |r| rac-N-({2,5-dioxo-4-[5-(trifluoromethyl)-1,3-thiazol-4-yl]imidazolidin-4-yl}methyl)-4'-(trifluoromethyl)[biphenyl]-2-carboxamide